NOCCO 2-(Aminooxy)ethanol